1,1-bis[4-(2-trifluoromethyl-4-amino-phenoxy)phenyl]-4-tert-butylcyclohexane FC(C1=C(OC2=CC=C(C=C2)C2(CCC(CC2)C(C)(C)C)C2=CC=C(C=C2)OC2=C(C=C(C=C2)N)C(F)(F)F)C=CC(=C1)N)(F)F